C1=CC(=C2C=CC=C3C4=CC=CC5=CC=CC(C1=C23)=C45)C#CC=4C(NC(N([C@H]5C[C@H](O)[C@@H](CO)O5)C4)=O)=O 5-(perylene-3-yl)ethynyl-2'-deoxy-uridine